NC=1C=CC(=C(C1)C1=NC=2N(C=C1)C=CC2C(=O)O)C 2-(5-amino-2-methylphenyl)pyrrolo[1,2-a]pyrimidine-8-carboxylic acid